(Z)-(4-(1-fluoro-2-(3'-((3-(hydroxymethyl)-1,7-naphthyridin-8-yl)amino)-2,2'-dimethyl-[1,1'-biphenyl]-3-yl)vinyl)-2-methoxyphenyl)methanol F\C(=C/C=1C(=C(C=CC1)C1=C(C(=CC=C1)NC=1N=CC=C2C=C(C=NC12)CO)C)C)\C1=CC(=C(C=C1)CO)OC